C1(CC1)CN1N=CC=2N(C(N(CC21)C2CCN(CC2)C2=C(C=CC=C2C)F)=O)CC2=C(C=CC=C2)C(F)(F)F 1-Cyclopropylmethyl-6-[1-(2-fluoro-6-methyl-phenyl)-piperidin-4-yl]-4-(2-trifluoromethyl-benzyl)-1,4,6,7-tetrahydro-pyrazolo[4,3-d]pyrimidin-5-on